2,3-dihydro-4-trichloroacetyl-furan ClC(C(=O)C=1CCOC1)(Cl)Cl